FC1=CC=C(C=C1)N(S(=O)(=O)C=1C=C2C(CC(OC2=CC1)C1CCOCC1)O)CC(C)C N-(4-fluorophenyl)-4-hydroxy-N-isobutyl-2-(tetrahydro-2H-pyran-4-yl)chroman-6-sulfonamide